3-(4-n-pentylcyclohex-1-en-1-yl)propanal C(CCCC)C1CC=C(CC1)CCC=O